N=1NN=NC1CC1CC(NCC1)C(=O)O 4-((2H-Tetrazol-5-yl)methyl)piperidine-2-carboxylic acid